ClC=1C=CC(=NC1)C1(OC2=C(O1)C=CC=C2C2=CC(N(C=C2)CC2=NC1=C(N2C[C@H]2OCC2)C=C(C=C1)C(=O)O)=O)C 2-((4-(2-(5-chloropyridin-2-yl)-2-methylbenzo[d][1,3]dioxol-4-yl)-2-oxopyridin-1(2H)-yl)methyl)-1-(((S)-oxetan-2-yl)methyl)-1H-benzo[d]imidazole-6-carboxylic acid